(R)-3-((4-((1R,5S)-3,8-diazabicyclo[3.2.1]octan-3-yl)-7-(8-chloronaphthalen-1-yl)-8-fluoropyrido[4,3-d]pyrimidin-2-yl)oxy)propane-1,2-diol [C@H]12CN(C[C@H](CC1)N2)C=2C1=C(N=C(N2)OC[C@@H](CO)O)C(=C(N=C1)C1=CC=CC2=CC=CC(=C12)Cl)F